6-(benzyloxy)-N-[(1R)-1-(3-bromophenyl)ethyl]-2-methylpyrimido[5,4-d]pyrimidin-4-amine C(C1=CC=CC=C1)OC=1N=CC=2N=C(N=C(C2N1)N[C@H](C)C1=CC(=CC=C1)Br)C